pyrido[4,3-d]Pyrimidine trifluoroacetate FC(C(=O)O)(F)F.N1=CN=CC2=C1C=CN=C2